6-(4-((1H-indazol-5-yl)amino)-pyrimidin-2-yl)-N-isopropyl-indoline-2-carboxamide N1N=CC2=CC(=CC=C12)NC1=NC(=NC=C1)C1=CC=C2CC(NC2=C1)C(=O)NC(C)C